COC1CC(C1)(C1=NN=CN1C)C=1C=C(C=CC1)N1C(C2=CC(=CC(=C2C1)C(F)(F)F)CNC1(CCC1)CCOC)=O 2-(3-((1r,3r)-3-methoxy-1-(4-methyl-4H-1,2,4-triazol-3-yl)cyclobutyl)phenyl)-6-(((1-(2-methoxyethyl)cyclobutyl)amino)methyl)-4-(trifluoromethyl)isoindolin-1-one